CC1=CNC2=NC=CC(=C21)N2CCSC(=C2)C(=O)NCC2NCCN(C2)C 4-(3-methyl-1H-pyrrolo[2,3-b]pyridin-4-yl)-N-((4-methylpiperazin-2-yl)methyl)-3,4-dihydro-2H-1,4-thiazine-6-carboxamide